2,4,6-triaminos-triazine NC1=NC(=NC(=N1)N)N